1,4-Bis-(aminomethyl)-cyclohexan NCC1CCC(CC1)CN